ClC1=NC(=C2N=C(NC2=N1)C)N1[C@H](CN([C@@H](C1)C)C(C(C)C)C1=CC=C(C=C1)Cl)C 2-chloro-6-((2S,5R)-4-(1-(4-chlorophenyl)-2-methylpropyl)-2,5-dimethylpiperazin-1-yl)-8-methyl-9H-purine